4-((2,2,2-trifluoroethyl)amino)pyridine FC(CNC1=CC=NC=C1)(F)F